FC12CCC(CC1)(CC2)NC(=O)NCC2=CC(=NC=C2)OCC(C)F 1-(4-fluoro-1-bicyclo[2.2.2]octyl)-3-[[2-(2-fluoropropoxy)pyridin-4-yl]methyl]urea